C(C)(C)(C)C=1C(=NC(=NC1C1=C(C=CC=C1)C)NS(=O)(=O)C=1C=NN(C1)C)OC1=CC=C(C=C1)C1CCN(CC1)C N-[5-tert-butyl-4-[4-(1-methyl-4-piperidyl)phenoxy]-6-(o-tolyl)pyrimidin-2-yl]-1-methyl-pyrazole-4-sulfonamide